ClC1=C(N=C(C=2CN3[C@@H](COC21)CN(CC3)C(=O)OC(C)(C)C)C#CC)C3=C(C=CC=C3OC)Cl Tert-butyl (6aR)-4-chloro-3-(2-chloro-6-methoxyphenyl)-1-(prop-1-yn-1-yl)-6a,7,9,10-tetrahydro-12H-pyrazino[2,1-c]pyrido[3,4-f][1,4]oxazepine-8(6H)-carboxylate